5-[3-({(1S)-1-[(1r,4S)-4-aminocyclohexyl]ethyl}amino)-4-chloro-2,5-difluorophenyl]-1,3,4-oxadiazol-2(3H)-one NC1CCC(CC1)[C@H](C)NC=1C(=C(C=C(C1Cl)F)C1=NNC(O1)=O)F